BrC=1C=C2C(N3C(=NC2=CC1)N(CCC3)CC(C)C)=O 8-bromo-1-(2-methylpropyl)-1,2,3,4-tetrahydro-6H-pyrimido[2,1-b]quinazolin-6-one